2-((4-((2-(2-(1,1-difluoroethyl)-4-fluorophenyl)-6-(tetrahydro-2H-pyran-2-yl)-6H-thieno[2,3-e]indazol-3-yl)oxy)benzyl)oxy)ethan-1-ol FC(C)(F)C1=C(C=CC(=C1)F)C1=C(C=2C(=C3C=NN(C3=CC2)C2OCCCC2)S1)OC1=CC=C(COCCO)C=C1